C(\C=C/C(=O)[O-])(=O)[O-].C(\C=C/C(=O)[O-])(=O)[O-].C(CCC)[Sn+4]CCCC di-n-butyl-tin dimaleate